N-(3-(morpholine-4-carbonyl)phenyl)-2-(phenoxymethyl)benzamide N1(CCOCC1)C(=O)C=1C=C(C=CC1)NC(C1=C(C=CC=C1)COC1=CC=CC=C1)=O